ethyl 3-[6-(4,4-difluoropiperidin-1-yl)-5-fluoropyridin-3-yl]-1,2,4-thiadiazole-5-carboxylate FC1(CCN(CC1)C1=C(C=C(C=N1)C1=NSC(=N1)C(=O)OCC)F)F